COC1=NC(=NC(=N1)C(F)(F)F)NC(=O)NS(=O)(=O)C1=C(C=CC=C1)C(F)(F)F N-(((4-methoxy-6-[trifluoromethyl]-1,3,5-triazin-2-yl)amino)carbonyl)-2-(trifluoromethyl)benzenesulfonamide